BrC=1C=NC=C(C1)C=1C=NN(C1)C 3-bromo-5-(1-methyl-1H-pyrazol-4-yl)pyridine